C(C)(C)(C)OC(=O)N1C[C@H](CC1)[C@@H](C(=O)N1C(OC[C@@H]1CC1=CC=CC=C1)=O)CC=1C=CC2=C(C(CO2)NC(=O)OCC2=CC=CC=C2)C1 (3R)-3-((2S)-1-((S)-4-benzyl-2-oxooxazolidin-3-yl)-3-(3-((benzyloxycarbonyl)amino)-2,3-dihydrobenzofuran-5-yl)-1-oxopropan-2-yl)pyrrolidine-1-carboxylic acid tert-butyl ester